ClC=1C=C(C(=O)NC[C@H]2NCC3=CC(=CC=C3C2)O)C=CC1Cl (S)-3,4-dichloro-N-((7-hydroxy-1,2,3,4-tetrahydroisoquinolin-3-yl)methyl)benzamide